2-(2-((2-(1-(2-(3,5-dimethylisoxazol-4-yl)ethyl)-1H-benzo[d]imidazol-2-yl)ethyl)amino)ethyl)-N-((3-fluoropyridin-2-yl)methyl)oxazole-4-carboxamide CC1=NOC(=C1CCN1C(=NC2=C1C=CC=C2)CCNCCC=2OC=C(N2)C(=O)NCC2=NC=CC=C2F)C